C(C)(=O)OCCCC\C=C\C=C/CCCC (E,Z)-5,7-dodecadienyl acetate